(1R,6S,7S,8S)-8-aminotricyclo[4.2.2.02,5]decane-7-carboxylic acid ethyl ester C(C)OC(=O)[C@H]1[C@@H]2C3CCC3[C@H]([C@@H]1N)CC2